N1N=CC=C1C1=CC=C(C=C1)C1CC2(CC(C2)(F)F)CCN1C(=O)OC(C)(C)C tert-butyl 6-(4-(1H-pyrazol-5-yl) phenyl)-2,2-difluoro-7-azaspiro[3.5]nonane-7-carboxylate